2,4,6-tripropyl-1,3,5,2,4,6-trioxatriphosphinane-2,4,6-trione C(CC)P1(OP(OP(O1)(=O)CCC)(=O)CCC)=O